tert-butyl (2S,4R)-4-(2,3-dichloro-6-methoxyphenyl)-2-[methoxy(methyl)carbamoyl]pyrrolidine-1-carboxylate ClC1=C(C(=CC=C1Cl)OC)[C@H]1C[C@H](N(C1)C(=O)OC(C)(C)C)C(N(C)OC)=O